C(CCCCCCC\C=C/CCCCCCCC)OC(CCSCCC(=O)OCCCCCCCC\C=C/CCCCCCCC)=O Dioleylthiodipropionate